(1-Ethylcyclopropyl)((5S,7S)-7-fluoro-5-phenyl-6,7-dihydro-5H-pyrrolo[1,2-b][1,2,4]triazol-2-yl)methanone C(C)C1(CC1)C(=O)C=1N=C2N(N1)[C@@H](C[C@@H]2F)C2=CC=CC=C2